methyl 3'-chloro-6-(3-(4-(3-(pyridin-3-yl)ureido)phenoxy)azetidin-1-yl)-[1,1'-biphenyl]-2-carboxylate ClC=1C=C(C=CC1)C=1C(=CC=CC1N1CC(C1)OC1=CC=C(C=C1)NC(=O)NC=1C=NC=CC1)C(=O)OC